N1(CCN(CC1)C(=O)C1=CC(=CC=C1)C=1N=C2N(C=CC=C2)C1)C(=O)C1=CC(=CC=C1)C=1N=C2N(C=CC=C2)C1 piperazine-1,4-diylbis((3-(imidazo[1,2-a]pyridin-2-yl)phenyl)methanone)